methyl 6-amino-4-(cyclopentylamino)-2,3-difluorobenzoate NC1=CC(=C(C(=C1C(=O)OC)F)F)NC1CCCC1